C(#N)C=1C(=CC(=C(C1)N1C(C(=CC=C1C1CC1)C(=O)O)=O)C)F 1-(5-cyano-4-fluoro-2-methyl-phenyl)-6-cyclopropyl-2-oxo-pyridine-3-carboxylic acid